Beryllium Water O.[Be]